2-bromo-5-(difluoromethyl)thiazole-4-carboxylic acid methyl ester COC(=O)C=1N=C(SC1C(F)F)Br